ClC=1C=CC(=C(C1)C1=CC(N(C=C1OC)C(C(=O)NC=1C=CC(=NC1)C(=O)N)CCCC)=O)N1N=NN=C1 5-{[2-{4-[5-chloro-2-(1H-tetrazol-1-yl)phenyl]-5-methoxy-2-oxopyridin-1(2H)-yl}hexanoyl]amino}pyridine-2-carboxamide